C1(CCCCC1)CC=1NC2=NC=CC(=C2C1)Cl 2-(Cyclohexylmethyl)-4-chloro-7-azaindole